1-{2-fluoro-4-methyl-5-[(2,2,2-trifluoroethyl)sulfanyl]phenyl}-3-(2,2,2-trifluoroethyl)thiourea FC1=C(C=C(C(=C1)C)SCC(F)(F)F)NC(=S)NCC(F)(F)F